The molecule is a monocarboxylic acid amide obtained by formal condensation of the carboxy group of 5-(2,4-dihydroxy-5-isopropylphenyl)-4-[4-(morpholin-4-ylmethyl)phenyl]-1,2-oxazole-3-carboxylic acid with the amino group of ethylamine. It has a role as a Hsp90 inhibitor, an antineoplastic agent and an angiogenesis inhibitor. It is a member of isoxazoles, a member of resorcinols, a member of morpholines, a monocarboxylic acid amide and an aromatic amide. CCNC(=O)C1=NOC(=C1C2=CC=C(C=C2)CN3CCOCC3)C4=CC(=C(C=C4O)O)C(C)C